2-(Ethylsulfanyl)ethyl 5-(2-chloro-5-cyanophenyl)-3-{[(3R)-piperidin-3-ylcarbonyl]amino}-1H-indazole-1-carboxylate formate C(=O)O.ClC1=C(C=C(C=C1)C#N)C=1C=C2C(=NN(C2=CC1)C(=O)OCCSCC)NC(=O)[C@H]1CNCCC1